monononyl-diphenylamine C(CCCCCCCC)N(C1=CC=CC=C1)C1=CC=CC=C1